6-methyl-4-[(1-methylcyclopropyl)amino]-N-[(3,4,5-trifluorophenyl)methyl]furo[2,3-d]pyrimidine-5-carboxamide CC1=C(C2=C(N=CN=C2NC2(CC2)C)O1)C(=O)NCC1=CC(=C(C(=C1)F)F)F